C(C)(=O)C1=NC=CC=C1C1=NC2=C(N1C=1C=C3CCC(NC3=CC1)=O)C=CC(=C2)C(=O)NC 2-(2-acetyl-3-pyridinyl)-N-methyl-1-(2-oxo-3,4-dihydro-1H-quinolin-6-yl)benzimidazole-5-carboxamide